3-azabicyclo[3.1.0]hexane-1-carbohydrazide C12(CNCC2C1)C(=O)NN